FC(S(=O)(=O)NS(=O)(=O)C(F)(F)F)(F)F.C[N+](CC)(CC)C dimethyldiethylammonium bis(trifluoromethylsulfonyl)amine salt